trifluoromethyl-biphenyl FC(F)(F)C1=C(C=CC=C1)C1=CC=CC=C1